2,2,2-trifluoro-N-(4-(4-fluoro-1-methylpiperidine-4-yl)-3-methylphenyl)acetamide FC(C(=O)NC1=CC(=C(C=C1)C1(CCN(CC1)C)F)C)(F)F